phloroglucinoltrisulphonate C1(O)=C(C(O)=C(C(O)=C1S(=O)(=O)[O-])S(=O)(=O)[O-])S(=O)(=O)[O-]